(3aR,7aR)-2-[(4R)-4-methyl-2-(1-methylpyrazolo[3,4-b]pyridin-4-yl)-3,4-dihydro-1H-isoquinolin-6-yl]-3a,4,5,6,7,7a-hexahydro-1H-pyrrolo[3,4-c]pyridin-3-one C[C@H]1CN(CC2=CC=C(C=C12)N1C([C@H]2CNCC[C@H]2C1)=O)C1=C2C(=NC=C1)N(N=C2)C